prop-1-en-2-ylbenzene C=C(C)C1=CC=CC=C1